2-(piperidin-3-yl)acetonitrile N1CC(CCC1)CC#N